2-fluoro-N-(6-(5-methylthiazol-4-yl)benzo[d]thiazol-2-yl)cyclopropane-1-carboxamide FC1C(C1)C(=O)NC=1SC2=C(N1)C=CC(=C2)C=2N=CSC2C